4-(7-(3-Aminoisoquinolin-1-yl)-6-chloro-8-fluoroquinazolin-4-yl)piperazine-1-carboxylic acid tert-butyl ester C(C)(C)(C)OC(=O)N1CCN(CC1)C1=NC=NC2=C(C(=C(C=C12)Cl)C1=NC(=CC2=CC=CC=C12)N)F